5'-(N-ethyl-carbonylamino)-adenosine C(C)C(=O)NC([C@@H]1[C@H]([C@H]([C@@H](O1)N1C=NC=2C(N)=NC=NC12)O)O)O